C(CCC)C1=CC(C=C1)[Si]([Si](C1C=CC2=C(C=3CCCC3C=C12)C1=CC=CC=C1)(C)C)(C)C 1-(3-butylcyclopent-2,4-dien-1-yl)-1,1,2,2-tetramethyl-2-(4-phenyl-1,5,6,7-tetrahydro-s-indacen-1-yl)disilane